N1(CCNCC1)C(=O)O.C(=C)C(C(C(C(C=C)(F)F)(F)F)(F)F)(F)F 1,4-divinyl-perfluorobutane piperazin-1-carboxylate